O1N=NC(=C1)[2H] oxadiazol-d